Tert-butyl 1-((R)-1-(4,5-dimethyl-6-((1R,5S)-2-oxo-3-azabicyclo[3.1.0]hexan-3-yl)pyridin-3-yl)ethyl)-1H-1,2,3-triazole-4-carboxylate CC1=C(C=NC(=C1C)N1C([C@@H]2C[C@@H]2C1)=O)[C@@H](C)N1N=NC(=C1)C(=O)OC(C)(C)C